C1(=CC=CC=C1)C(=C(CC1=NC=CC=C1C)C1=C(C=CC=C1)C)C1=CC=CC=C1 2-(3,3-diphenyl-2-(o-tolyl)allyl)-3-methylpyridine